1-[(3S)-4-[(7R)-7-(3-hydroxy-1-naphthyl)-2-[[(2S)-1-methylpyrrolidin-2-yl]methoxy]-5,6,7,8-tetrahydroquinazolin-4-yl]-3-methyl-piperazin-1-yl]prop-2-en-1-one OC=1C=C(C2=CC=CC=C2C1)[C@@H]1CCC=2C(=NC(=NC2C1)OC[C@H]1N(CCC1)C)N1[C@H](CN(CC1)C(C=C)=O)C